tris[4-(2-methylbutan-2-yl)phenyl] phosphite P(OC1=CC=C(C=C1)C(C)(CC)C)(OC1=CC=C(C=C1)C(C)(CC)C)OC1=CC=C(C=C1)C(C)(CC)C